3-(5,6-dihydro-4H-pyrrolo[1,2-b]pyrazol-3-yl)-N-methyl-4-[4-(trifluoromethyl)phenoxy]benzene-1-sulfonamide N=1N2C(=C(C1)C=1C=C(C=CC1OC1=CC=C(C=C1)C(F)(F)F)S(=O)(=O)NC)CCC2